C(#N)C1=CC=C(C=N1)NC(OC[C@@H]1OC2=C(C3=C(N=C(S3)C3=C4N=CC(=NC4=CC(=C3)C)OC)C(=C2)Cl)OC1)=O (R)-(4-chloro-2-(2-methoxy-7-methylquinoxalin-5-yl)-7,8-dihydro-[1,4]dioxino[2',3':3,4]benzo[1,2-d]thiazol-7-yl)methyl (6-cyanopyridin-3-yl)carbamate